4-cycloheptylpiperazine-1-carboxylic acid [(2s,3s,4e,6s,7s,10s)-7,10-dihydroxy-3,7-dimethyl-2-[(2e,4e)-6-(4-methylpyridin-2-yl) hept-2,4-dien-2-yl]-12-oxo-1-oxododec-4-en-6-yl] ester O[C@]([C@H](/C=C/[C@@H]([C@H](C=O)\C(\C)=C\C=C\C(C)C1=NC=CC(=C1)C)C)OC(=O)N1CCN(CC1)C1CCCCCC1)(CC[C@@H](CC=O)O)C